2-Formyl-tetrahydronaphthyridine C(=O)C1NC2=NC=CC=C2CC1